O1COC2=C1C=CC1=C2C=[N+]2CCC3=C(C2=C1)C=C1C(OCO1)=C3 6,7-Dihydro-bis(1,3)benzodioxolo(5,6-a:4',5'-g)quinolizinium